3-[(1R,2S)-2-(4-chloro-3-fluorophenyl)cyclopropyl]-1-methyl-1-[(3R)-1-(pyridazin-3-yl)piperidin-3-yl]urea ClC1=C(C=C(C=C1)[C@H]1[C@@H](C1)NC(N([C@H]1CN(CCC1)C=1N=NC=CC1)C)=O)F